[Cl].C(CCC)N1C=NC=C1 1-Butylimidazole chlorine